1-(4-methylpyridin-2-yl)piperazine dihydrochloride Cl.Cl.CC1=CC(=NC=C1)N1CCNCC1